3-[[6-Cyano-5-(trifluoromethyl)-pyridin-3-yl]amino]-2-hydroxy-2-methyl-3-oxo-propionic acid 2-fluoroethyl ester FCCOC(C(C(=O)NC=1C=NC(=C(C1)C(F)(F)F)C#N)(C)O)=O